4H,5H,6H,7H-[1,2]oxazolo[4,3-c]pyridine-3-carboxamide N=1OC(=C2CNCCC21)C(=O)N